S1C(=CC=C1)CNCC=1SC=CC1 1-(2-thienyl)-N-(2-thienylmethyl)methylamine